NC1=C(N=CC(=N1)N1CCC2(CC1)CC1(CC1C2N)C)SC2=C(C(=NC=C2)N)Cl 1'-(6-amino-5-((2-amino-3-chloro-pyridin-4-yl)thio)pyrazin-2-yl)-1-methylspiro[bicyclo[3.1.0]hexane-3,4'-piperidin]-4-amine